ClC1=C(C=CC=C1Cl)N1CC(CC1)C=1C(=C(C(=O)O)C=CC1)F 3-(1-(2,3-dichlorophenyl)pyrrolidin-3-yl)-2-fluorobenzoic acid